FC1=C(C(=CC=2SC(=CC21)C2C(C2)CC(=O)OC)OC)OCC2=CC=C(C=C2)OC Methyl 2-(2-(4-fluoro-6-methoxy-5-((4-methoxybenzyl)oxy)benzo[b]thiophen-2-yl)cyclopropyl)acetate